1-(decan-2-yl) 15-(2-heptylnonyl) 8-oxopentadecanedioate O=C(CCCCCCC(=O)OC(C)CCCCCCCC)CCCCCCC(=O)OCC(CCCCCCC)CCCCCCC